N1(CCCCC1)C[C@@H]1CC[C@H](CC1)C(=O)OC methyl trans-4-(piperidin-1-ylmethyl)cyclohexanecarboxylate